FC1=CC(=C2C=C(NC(C2=C1)=O)CCC(=O)N1C2CN(CC1CC2)C2=CC=C(C#N)C=C2)C 4-(8-(3-(7-fluoro-5-methyl-1-oxo-1,2-dihydroisoquinolin-3-yl)propanoyl)-3,8-diazabicyclo[3.2.1]octan-3-yl)benzonitrile